6-(4-(((3R,5R)-3-(hydroxymethyl)-4-methyl-5-(4-methyl-1-oxo-1,3-dihydroisobenzofuran-5-yl)piperazin-1-yl)methyl)-1H-pyrazol-1-yl)-4-methylnicotinonitrile OC[C@H]1CN(C[C@H](N1C)C=1C(=C2COC(C2=CC1)=O)C)CC=1C=NN(C1)C1=NC=C(C#N)C(=C1)C